2-(5-((Methyl-(phenyl)amino)methyl)-1H-tetrazol-1-yl)acetic acid ethyl ester C(C)OC(CN1N=NN=C1CN(C1=CC=CC=C1)C)=O